ClC1=C(C(=CC=C1)F)CC1=NOC(N1CC1=CC=NC=C1)=O 3-[(2-chloro-6-fluorophenyl)methyl]-4-(pyridin-4-ylmethyl)-4,5-dihydro-1,2,4-oxadiazol-5-one